C(C)(C)(C)N1C=C(C=2C1=NC(=CC2)C(=O)N2C[C@@H](CC2)NC2=NC(=C(C(=O)O)C(=C2)C)C)C2=CC(=C(C=C2)Cl)F (R)-6-((1-(1-(tert-butyl)-3-(4-chloro-3-fluorophenyl)-1H-pyrrolo[2,3-b]pyridine-6-carbonyl)pyrrolidin-3-yl)amino)-2,4-dimethylnicotinic acid